C(#N)C1=C(C=C(OC2(CCCCC2)C2=C(N=NC(=C2)N2CC(C2)C=O)C(=O)N)C=C1)C1CC1 (1r,4r)-4-((4-cyano-3-cyclopropylphenoxy)cyclohexyl)-6-(3-formylazetidin-1-yl)pyridazine-3-carboxamide